CN1C(C2=CC=C(C=C2C=N1)N1CCN(CC1)C)=O 2-methyl-6-(4-methylpiperazin-1-yl)phthalazin-1(2H)-one